((3-(((3S,6S,10aS)-5-oxo-3-(6-phenyl-4-azaspiro[2.4]heptane-4-carbonyl)decahydropyrrolo[1,2-a]azocin-6-yl)carbamoyl)quinolin-6-yl)methyl)phosphonic acid O=C1[C@H](CCCC[C@@H]2N1[C@@H](CC2)C(=O)N2C1(CC1)CC(C2)C2=CC=CC=C2)NC(=O)C=2C=NC1=CC=C(C=C1C2)CP(O)(O)=O